(R)-4-(1-aminoethyl)-N-1H-pyrrolo[2,3-b]pyridin-4-yl-benzamide N[C@H](C)C1=CC=C(C(=O)NC2=C3C(=NC=C2)NC=C3)C=C1